(1,2-diazaethyl)-3-methylbenzene N(N)C1=CC(=CC=C1)C